(Z)-1-(3-(benzo[d]oxazol-4-yl)-4-oxothiazolidine-2-ylidene)-3-(2-fluoro-4-(1-(4-(trifluoromethoxy)phenyl)-1H-1,2,4-triazol-3-yl)phenyl)urea O1C=NC2=C1C=CC=C2N2/C(/SCC2=O)=N/C(=O)NC2=C(C=C(C=C2)C2=NN(C=N2)C2=CC=C(C=C2)OC(F)(F)F)F